OC=1C=C2C(=CC(=NC2=CC1)C(=O)O)C(=O)N1CCCCC1 6-hydroxy-4-(piperidine-1-carbonyl)quinoline-2-carboxylic acid